1-(3-(4-(2-(trifluoromethyl)phenyl)piperidin-1-carbonyl)-1,4,5,7-tetrahydro-6H-pyrazolo[3,4-c]pyridin-6-yl)ethan-1-one FC(C1=C(C=CC=C1)C1CCN(CC1)C(=O)C1=NNC=2CN(CCC21)C(C)=O)(F)F